tert-butyl 4-((4-methoxyphenyl)(pyridin-3-yl)methyl)piperazine-1-carboxylate COC1=CC=C(C=C1)C(N1CCN(CC1)C(=O)OC(C)(C)C)C=1C=NC=CC1